N-(3-Cyano-4-fluorophenyl)-4-(hydroxymethyl)-5,8,9,11-tetrahydropyrido-[4',3':3,4]pyrazolo[5,1-b][1,3]oxazepine-10(2H)-carboxamide C(#N)C=1C=C(C=CC1F)NC(=O)N1CC=2C(=NN3C2OCC=C(C3)CO)CC1